6-Hydroxy-2,6-dimethyloct-7-enoic acid OC(CCCC(C(=O)O)C)(C=C)C